C(C1=CC=CC=C1)N1C2=C(NC(C3=C1C=CC=C3)=O)C=C(C=C2)C(=O)OC methyl 5-benzyl-11-oxo-10,11-dihydro-5H-dibenzo[b,e][1,4]diazepine-8-carboxylate